(R)-1-(6-(3-(2-ethoxyphenoxy)piperidin-1-yl)pyrazin-2-yl)-3,3-dimethylpyrrolidine-2,5-dione C(C)OC1=C(O[C@H]2CN(CCC2)C2=CN=CC(=N2)N2C(C(CC2=O)(C)C)=O)C=CC=C1